1-[(1S,4S)-5-[4-[5-chloro-2-fluoro-4-(1-methylpyrazol-3-yl)oxy-anilino]pyrido[3,2-d]pyrimidin-6-yl]-2,5-diazabicyclo[2.2.1]heptan-2-yl]prop-2-en-1-one ClC=1C(=CC(=C(NC=2C3=C(N=CN2)C=CC(=N3)N3[C@@H]2CN([C@H](C3)C2)C(C=C)=O)C1)F)OC1=NN(C=C1)C